C[Si]([Si](C)(C)C)(C)C hexamethyl-disilane